C[SiH](C=CC1=NC=CC=C1)C dimethyl-(2-pyridyl)vinylsilane